CC1(C2=CC=CC=C2C2=C1C=1C(OC=CC1)C=1C=C(C(=CC21)N2CCN(CC2)C2=CC=C(C=C2)OC(C#CC2=CC=CC=C2)=O)OC)C 13,13-dimethyl-6-methoxy-7-(4-(4-(3-phenylprop-2-ynoyloxy)phenyl)-piperazin-1-yl)-indeno[2',3':3,4]naphtho[1,2-b]pyran